Natrium (S)-3-(3-(1,5-Dimethyl-4-oxido-2-oxo-1,2-dihydropyridin-3-yl)ureido)-3-(4'-methoxybiphenyl-3-yl)propanoat CN1C(C(=C(C(=C1)C)[O-])NC(N[C@@H](CC(=O)[O-])C=1C=C(C=CC1)C1=CC=C(C=C1)OC)=O)=O.[Na+].[Na+]